C(C)(C)(C)OC(=O)N1CCC(CC1)C1CCN(CC1)C1=NC=C(C=C1)N.ClC(C(F)(F)F)=C1C(N(CC1)[C@H](C)C1=CC=CC2=CC=CC=C12)=O 3-(1-chloro-2,2,2-trifluoroethylidene)-N-((R)-1-(naphthalen-1-yl)ethyl)pyrrolidone tert-butyl-1'-(5-aminopyridin-2-yl)-[4,4'-bipiperidine]-1-carboxylate